1-(4-(1-(4-hydroxyphenyl)-2-phenylbut-1-en-1-yl)phenyl)piperidin OC1=CC=C(C=C1)C(=C(CC)C1=CC=CC=C1)C1=CC=C(C=C1)N1CCCCC1